C12C3C4C5CCC(C4C(C2CC2C4C=CC(C21)C4)C3)C5 heptacyclo[8.7.0.12,9.03,8.14,7.012,17.113,16]eicosa-14-ene